2'-(5-Ethyl-1H-imidazol-2-yl)-5-methoxy-3,4'-bipyridine trifluoroacetate salt FC(C(=O)O)(F)F.C(C)C1=CN=C(N1)C1=NC=CC(=C1)C=1C=NC=C(C1)OC